tert-butyl 2-(3-chloro-6-(4-fluoro-2-(1-isopropyl-1H-pyrazol-5-yl) phenoxy)-1,2,4-triazin-5-yl)-2,7-diazaspiro[3.5]nonane-7-carboxylate ClC=1N=NC(=C(N1)N1CC2(C1)CCN(CC2)C(=O)OC(C)(C)C)OC2=C(C=C(C=C2)F)C2=CC=NN2C(C)C